N-((4R,5S)-7-ethyl-4-(3-nitrophenyl)-6-oxo-1-phenyl-4,5,6,7-tetrahydro-1H-pyrazolo[3,4-b]pyridin-5-yl)-2-(trifluoromethyl)thiazole-4-carboxamide C(C)N1C2=C([C@H]([C@@H](C1=O)NC(=O)C=1N=C(SC1)C(F)(F)F)C1=CC(=CC=C1)[N+](=O)[O-])C=NN2C2=CC=CC=C2